6-chloro-5-(2-chloroethyl)-N-isobutyl-2-morpholinopyrimidine ClC1=C(C=NC(N1CC(C)C)N1CCOCC1)CCCl